C(C)OC(C(F)(F)C1=CC=C(C=C1)C=CCCCCC(=O)O)=O 7-(4-(2-ethoxy-1,1-difluoro-2-oxoethyl)phenyl)hept-6-enoic acid